4-(3-((2-(methyl-d3)-5-((methylsulfonyl)oxy)pentyl)amino)-4-nitrobenzyl)piperazine C(C(CNC=1C=C(CN2CCNCC2)C=CC1[N+](=O)[O-])CCCOS(=O)(=O)C)([2H])([2H])[2H]